lithium 2,4,6-triethylbenzenesulfonate C(C)C1=C(C(=CC(=C1)CC)CC)S(=O)(=O)[O-].[Li+]